2-(4-(difluoromethoxy)phenyl)-4-(thiophen-2-ylmethylene)oxazol-5(4H)-one FC(OC1=CC=C(C=C1)C=1OC(C(N1)=CC=1SC=CC1)=O)F